ClC=1C=C2CCN(CC2=CC1NC1=NC=C(C(=N1)NC1=C2CCNC(C2=CC=C1)=O)C(=O)N)C 2-[(6-chloro-2-methyl-1,2,3,4-tetrahydroisoquinolin-7-yl)amino]-4-[(1-oxo-1,2,3,4-tetrahydroisoquinolin-5-yl)amino]pyrimidine-5-carboxamide